C(C)[C@@H]1N(CCOC1)C1=NC(=NC(=C1)C1(CCNCC1)S(=O)(=O)C)C1=CC=C2C(=N1)C=C(N2)C (3S)-3-ethyl-4-[6-(4-methanesulfonylpiperidin-4-yl)-2-{2-methyl-1H-pyrrolo[3,2-b]pyridin-5-yl}pyrimidin-4-yl]morpholine